O=C1NC2C(N1)CSC2CCCCC(=O)O cis-hexahydro-2-oxo-1H-thieno[3,4]imidazole-4-pentanoic acid